C(=C)C1=CC=C(CO)C=C1 para-vinyl-benzyl alcohol